C(C1=CC=CC=C1)[C@H]1N(CCN(C1)S(=O)(=O)C)C=1C=C2C(=NN(C2=CC1)C1=NC(=CC(=C1)O)C(F)(F)F)C (R)-2-(5-(2-Benzyl-4-(methylsulfonyl)piperazin-1-yl)-3-methyl-1H-indazol-1-yl)-6-(trifluoromethyl)pyridin-4-ol